(2-METHYL-5-PHENYL-3-THIENYL)-BORONIC ACID CC=1SC(=CC1B(O)O)C1=CC=CC=C1